2-acrylamido-N-(6-(2-fluoro-3-methoxyphenyl)-1H-indazol-3-yl)benzamide C(C=C)(=O)NC1=C(C(=O)NC2=NNC3=CC(=CC=C23)C2=C(C(=CC=C2)OC)F)C=CC=C1